1,4-di-tert-butyl-1,4-diaza-1,3-butadiene C(C)(C)(C)N=CC=NC(C)(C)C